CC(C(=O)OCCCCCCN1C(N(C=CC1=O)CC)=O)=C 6-(3-Ethyl-2,6-dioxopyrimidin-1-yl)hexyl 2-methylprop-2-enoate